2-(cyclohexyloxy)-4-iodo-3-methylpyridine C1(CCCCC1)OC1=NC=CC(=C1C)I